F[C@@H]1[C@H](CN(C1)C)N(C=1SC2=C(N=NC(=C2)C2=C(C=C(C=C2)C=2C=NNC2)O)N1)C 2-(6-{[(3s,4s)-4-fluoro-1-methylpyrrolidin-3-yl](methyl)amino}[1,3]thiazolo[4,5-c]pyridazin-3-yl)-5-(1H-pyrazol-4-yl)phenol